CCCCC=C n-hexene